FC1C=C(C#N)C=CC1=C=NO (E)-3-fluoro-4-((hydroxyimino)methylene)benzonitrile